(4-ALLYLAMINOCARBONYL)BENZENEBORONIC ACID B(C1=CC=C(C=C1)C(=O)NCC=C)(O)O